FC1([C@H]2CC=3C(=NNC3C[C@]21C)C=2NC1=CC=C(C=C1C2)C(=O)N2CCN(CC2)C(=O)OC(C)(C)C)F tert-butyl 4-{2-[(4aS,5aR)-5,5-difluoro-5a-methyl-1H,4H,4aH,6H-cyclopropa[f]indazol-3-yl]-1H-indole-5-carbonyl}piperazine-1-carboxylate